FC1=C(C=C(C=C1)F)C1(CC(C1)NS(=O)(=O)C(F)(F)F)S(=O)(=O)C1=CC(=C(C=C1)F)F N-{cis-3-(2,5-difluorophenyl)-3-[(3,4-difluorophenyl)sulfonyl]cyclobutyl}-1,1,1-trifluoromethanesulfonamide